(1R,2S,5S)-3-((3-butoxyadamantan-1-yl)glycyl)-3-azabicyclo[3.1.0]hexane-2-carbonitrile C(CCC)OC12CC3(CC(CC(C1)C3)C2)NCC(=O)N2[C@@H]([C@@H]3C[C@@H]3C2)C#N